O1C(=N[C@@H]2[C@H]1CC=1C=CC=CC12)CC=1O[C@H]2[C@@H](N1)C=1C=CC=CC1C2 bis((3aS,8aR)-3a,8a-dihydro-8H-indeno[1,2-d]oxazol-2-yl)methane